3-(5-(1-((6-methoxypyridin-2-yl)methyl)piperidin-4-yl)-1-oxoisoindolin-2-yl)piperidine-2,6-dione COC1=CC=CC(=N1)CN1CCC(CC1)C=1C=C2CN(C(C2=CC1)=O)C1C(NC(CC1)=O)=O